COC1=C(C(C(CC1)(C)C)=O)C 3-methoxy-2,6,6-trimethylcyclohex-2-en-1-one